1-(2-fluoro-6-methoxyphenyl)-6-oxo-1,6-dihydropyridazine-3-carboxylic acid FC1=C(C(=CC=C1)OC)N1N=C(C=CC1=O)C(=O)O